O1COC2=C1C=CC=C2O[C@@H](CCNC2CC2)C=2SC(=CC2)Br (S)-N-(3-(benzo[d][1,3]dioxol-4-yloxy)-3-(5-bromothiophen-2-yl)propyl)cyclopropylamine